methyl 2-((R)-1-(4-((S)-2-(5-chloropyridin-2-yl)-2-methylbenzo[d][1,3]dioxol-4-yl)piperidin-1-yl)ethyl)-4-methoxy-1-methyl-1H-benzo[d]imidazole-6-carboxylate ClC=1C=CC(=NC1)[C@@]1(OC2=C(O1)C=CC=C2C2CCN(CC2)[C@H](C)C2=NC1=C(N2C)C=C(C=C1OC)C(=O)OC)C